[N+](=[N-])=C(C(=O)OCC1=CC=C(C=C1)[N+](=O)[O-])C([C@H](C)[C@H]1NC([C@@H]1[C@H](C)O)=O)=O 4-nitrobenzyl (R)-2-diazo-4-((2R,3S)-3-((S)-1-hydroxyethyl)-4-oxoazetidin-2-yl)-3-oxopentanoate